C(C)N(C(COC[C@H](C)NC=1C=NNC(C1C(F)(F)F)=O)=O)C1CCN(CC1)C1=NC=C(C=N1)C(F)(F)F (S)-N-ethyl-2-(2-((6-oxo-5-(trifluoromethyl)-1,6-dihydropyridazin-4-yl)amino)propoxy)-N-(1-(5-(trifluoromethyl)pyrimidin-2-yl)piperidin-4-yl)acetamide